C1(CC1)C1=NC=NC(=C1C1=NC(=C2N(C(=NC2=N1)C)C1OCCCC1)SC)OC 2-(4-cyclopropyl-6-methoxypyrimidin-5-yl)-8-methyl-6-(methylthio)-7-(tetrahydro-2H-pyran-2-yl)-7H-purine